ClC1=CC=C(C(=N1)S(=O)(=O)N)O[C@H](C)C=1C=C(C=C2C(C(=C(OC12)C=1C=C2C=NNC2=CC1)C)=O)C 6-Chloro-3-[(1R)-1-[2-(1H-indazol-5-yl)-3,6-dimethyl-4-oxo-chromen-8-yl]ethoxy]pyridine-2-sulfonamide